(4S)-2-(diethoxyphosphoryl)-5,5,5-trifluoro-4-methyl-4-((4-nitrophenyl)sulfonamido)pentanoic acid C(C)OP(=O)(OCC)C(C(=O)O)C[C@@](C(F)(F)F)(NS(=O)(=O)C1=CC=C(C=C1)[N+](=O)[O-])C